6,7-dichloro-3-(tetrahydrofuran-2-ylmethyl)-4,9-dihydro-1H-pyrrolo[3,2-h][2,1,3]benzothiadiazine 2,2-dioxide ClC=1C2=C(C3=C(CN(S(N3)(=O)=O)CC3OCCC3)C1)NC=C2Cl